N-(3-(2-(m-tolyl)pyrrolidine-1-carbonyl)bicyclo[1.1.1]-pentan-1-yl)benzamide C1(=CC(=CC=C1)C1N(CCC1)C(=O)C12CC(C1)(C2)NC(C2=CC=CC=C2)=O)C